FC(C1=CC=C(C=N1)CC1CC2(CNC2)CC1)(F)F 6-[[6-(trifluoromethyl)-3-pyridyl]methyl]-2-azaspiro[3.4]octane